3-methoxybenzeneFormamide COC=1C=C(C=CC1)C(=O)N